2-amino-2-thiazolin NC=1SCCN1